C[C@H]1[C@@H](CCC2(CC[C@]3([C@@]4(CC[C@H]5C(C(CC[C@@]5([C@H]4CC=C3C21)C)=O)(C)C)C)C)C(=O)OC)C (1S,2R,6aS,6bR,8aR,12aR,12bR)-methyl 1,2,6a,6b,9,9,12a-heptamethyl-10-oxo-1,2,3,4,4a,5,6,6a,6b,7,8,8a,9,10,11,12,12a,12b,13,14b-icosahydropicene-4a-carboxylate